3-(6-((2-(5-hydroxy-1-methyl-1H-pyrazol-4-yl)pyrimidin-4-yl)amino)-3-((S)-4-hydroxybut-2-yl)imidazo[1,5-a]pyrazin-1-yl)pyrrolidine-1-carboxylic acid tert-butyl ester C(C)(C)(C)OC(=O)N1CC(CC1)C=1N=C(N2C1C=NC(=C2)NC2=NC(=NC=C2)C=2C=NN(C2O)C)[C@@H](C)CCO